ONC(\C=C\C1=C(C=CC=C1)N1CCN(CC1)C(CC1=NC=CC=C1)=O)=O (E)-N-hydroxy-3-(2-(4-(2-(pyridin-2-yl)acetyl)piperazin-1-yl)phenyl)acrylamide